(S)-6-isopropyl-2-methoxy-3-(3-methoxypropoxy)-6-methyl-10-oxo-5,10-dihydro-6H-pyrido[1,2-H][1,7]naphthyridine-9-carboxylic acid C(C)(C)[C@@]1(CC=2C=C(C(=NC2C=2N1C=C(C(C2)=O)C(=O)O)OC)OCCCOC)C